ClC=1C=C(C=CC1F)NC(N(CCCO)C(C)C1=CNC(C2=C(C=CC=C12)F)=O)=O 3-(3-chloro-4-fluorophenyl)-1-(1-(8-fluoro-1-oxo-1,2-dihydroisoquinolin-4-yl)ethyl)-1-(3-hydroxypropyl)urea